CC=1N=C(C2=C(N1)OC=C2C(=O)NCC2=CN=C(NC2=O)C)NC2(CC2)C methyl-N-[(2-methyl-6-oxo-1,6-dihydropyrimidin-5-yl)methyl]-4-[(1-methylcyclopropyl)amino]furo[2,3-d]pyrimidine-5-carboxamide